C(CCCCC)[NH3+] Hexylammonium